2-((4-((5-(2-chloro-4-fluoro-3-hydroxyphenyl)-1,3,4-thiadiazol-2-yl)methyl)-5,7-dioxo-4,6-diazaspiro[2.4]heptan-6-yl)methyl)benzonitrile ClC1=C(C=CC(=C1O)F)C1=NN=C(S1)CN1C2(CC2)C(N(C1=O)CC1=C(C#N)C=CC=C1)=O